ClC(C1=NC=NC(=N1)C(Cl)(Cl)Cl)(Cl)Cl 4,6-bis(trichloromethyl)-S-triazine